n-docosylnonyl ether C(CCCCCCCCCCCCCCCCCCCCC)OCCCCCCCCC